4-chloro-1-methyl-6-trifluoromethyl-1H-pyrazolo[3,4-d]pyrimidine ClC1=C2C(=NC(=N1)C(F)(F)F)N(N=C2)C